(R)-8-(isobutylsulfonyl)-3-(2-(4-(p-tolyl)piperazin-1-yl)ethyl)-2-oxa-8-azaspiro[4.5]decan-1-one C(C(C)C)S(=O)(=O)N1CCC2(C[C@@H](OC2=O)CCN2CCN(CC2)C2=CC=C(C=C2)C)CC1